C(C(C)C)N(C1=CC=C(C=N1)C1=C2C=C(C(=CC2=CC2=C1C(OC2)=O)OC)OC)C 9-(6-(isobutyl(methyl)amino)pyridin-3-yl)-6,7-dimethoxynaphtho[2,3-c]furan-1(3H)-one